2-chloropyridine-4-carbonitrile hydrochloride Cl.ClC1=NC=CC(=C1)C#N